3-(4-Bromo-6-chloro-3-methyl-2-oxo-2,3-dihydro-1H-benzo[d]imidazol-1-yl)-1-(4-methoxybenzyl)piperidine-2,6-dione BrC1=CC(=CC=2N(C(N(C21)C)=O)C2C(N(C(CC2)=O)CC2=CC=C(C=C2)OC)=O)Cl